2,3-dihydro-1H-indene-4-carbaldehyde C1CCC=2C(=CC=CC12)C=O